ClC1=CC=C(C=C1)C=1C=C(C(N(N1)C=1C=NC=CC1)=O)C(=O)NC[C@H](C(F)F)O |r| 6-(4-Chlorophenyl)-N-[(2RS)-3,3-difluoro-2-hydroxypropyl]-3-oxo-2-(pyridin-3-yl)-2,3-dihydropyridazine-4-carboxamide